C(C)N[C@@H](CC(=O)N)C(=O)N ETHYLASPARTAMIDE